C(CCC)C=COC1=C(C=CC=C1)Cl chlorophenyl butyl-vinyl ether